C(C=CC=CC=CC=CC(=O)O)(=O)O 2,4,6,8-decatetraenedioic acid